C(N)(OCCOCCOCCOCCOCCNC(C(N1C(C=CC1=O)=O)C(C)(C)C)=O)=O tert-butyl-[17-(2,5-dioxo-2,5-dihydro-1H-pyrrol-1-yl)-16-oxo-3,6,9,12-tetraoxa-15-azaheptadec-1-yl] carbamate